(4-formyl)-benzamide C(=O)C1=CC=C(C(=O)N)C=C1